5-(1-hydroxycyclopropyl)thiophene-2-sulfonamide OC1(CC1)C1=CC=C(S1)S(=O)(=O)N